3-(3-(((tert-butoxycarbonyl)amino)methyl)piperidin-1-yl)-4-(3,4-dichloro-5-methyl-1H-pyrrole-2-carboxamido)benzoic acid C(C)(C)(C)OC(=O)NCC1CN(CCC1)C=1C=C(C(=O)O)C=CC1NC(=O)C=1NC(=C(C1Cl)Cl)C